4-((S)-1-(3-chloro-5-fluoro-2-((4-methoxy-phenoxy)methyl)phenyl)ethylamino)butanoic acid ClC=1C(=C(C=C(C1)F)[C@H](C)NCCCC(=O)O)COC1=CC=C(C=C1)OC